6-(4-isopropyl-3-(5-(6-isopropyl-2,6-diazaspiro[3.3]heptan-2-yl)pyridin-2-yl)-1H-pyrazol-5-yl)-8-methoxy-[1,2,4]triazolo[1,5-a]pyridine C(C)(C)C=1C(=NNC1C=1C=C(C=2N(C1)N=CN2)OC)C2=NC=C(C=C2)N2CC1(C2)CN(C1)C(C)C